silazineamine [Si]1(=NC=CC=C1)N